(2R,4R)-6-chloro-4-hydroxy-N-(3-{6-[2-(trifluoromethoxy)ethoxy]pyridin-3-yl}bicyclo[1.1.1]pentan-1-yl)-3,4-dihydro-2H-1-benzopyran-2-carboxamide ClC=1C=CC2=C([C@@H](C[C@@H](O2)C(=O)NC23CC(C2)(C3)C=3C=NC(=CC3)OCCOC(F)(F)F)O)C1